5-(1-(2,2-difluoroethyl)-2-methyl-1H-imidazo[4,5-b]pyridin-6-yl)-N-(1,4-dioxaspiro[4.5]decan-8-yl)pyrrolo[2,1-f][1,2,4]triazin-2-amine FC(CN1C(=NC2=NC=C(C=C21)C=2C=CN1N=C(N=CC12)NC1CCC2(OCCO2)CC1)C)F